Benzyl 1-(benzyloxycarbonylsulfamoyl)-3-(4-ethoxycarbonylcyclohexen-1-yl)pyrrole-2-carboxylate C(C1=CC=CC=C1)OC(=O)NS(=O)(=O)N1C(=C(C=C1)C1=CCC(CC1)C(=O)OCC)C(=O)OCC1=CC=CC=C1